n-butyl oxamate CCCCNC(=O)C(=O)[O-]